3-[(3R)-oxolan-3-yl]prop-2-ynamide O1C[C@H](CC1)C#CC(=O)N